3-(4-aminoimidazo[2,1-f][1,2,4]triazin-7-yl)-N-((3S,6R)-6-(cyanomethyl)tetrahydro-2H-pyran-3-yl)-4-methylbenzenesulfonamide NC1=NC=NN2C1=NC=C2C=2C=C(C=CC2C)S(=O)(=O)N[C@@H]2CO[C@H](CC2)CC#N